FC1(CN(C[C@H]1NC1=NN2C(C(=N1)OC)=C(C(=C2)F)C=2C=CC1=C(N(N=N1)[C@H](CF)C)C2)C(C)=O)F 1-((R)-3,3-difluoro-4-((6-fluoro-5-(1-((S)-1-fluoropropan-2-yl)-1H-benzo[d][1,2,3]triazol-6-yl)-4-methoxypyrrolo[2,1-f][1,2,4]triazin-2-yl)amino)pyrrolidin-1-yl)ethan-1-one